(2S,4R)-N-[(S)-(5-cyclopropyl-6-fluoropyridin-2-yl)(phenyl)methyl]-1-[2-(4-ethyl-5-oxo-4,5-dihydropyrazin-2-yl)acetyl]-4-fluoropyrrolidine-2-carboxamide C1(CC1)C=1C=CC(=NC1F)[C@@H](NC(=O)[C@H]1N(C[C@@H](C1)F)C(CC=1N=CC(N(C1)CC)=O)=O)C1=CC=CC=C1